BrC1=C(C=C(C=C1F)C=1C(=NC(=NC1)NC=1C=NN(C1)C)NC=1C=C(C=CC1)NC(C=C)=O)Cl N-(3-((5-(4-bromo-3-chloro-5-fluorophenyl)-2-((1-methyl-1H-pyrazol-4-yl)amino)pyrimidin-4-yl)amino)phenyl)acrylamide